Methyl (2R)-2-[(E)-3-(4,4,5,5-tetramethyl-1,3,2-dioxaborolan-2-yl)allyloxy]propanoate CC1(OB(OC1(C)C)/C=C/CO[C@@H](C(=O)OC)C)C